methyl (1s,3r)-1-(2,6-difluoro-4-((1-(3-fluoropropyl) azetidin-3-yl) oxy) phenyl)-2-(2,2-difluoropropyl)-3-methyl-1,2,3,4-tetrahydroisoquinoline-6-carboxylate FC1=C(C(=CC(=C1)OC1CN(C1)CCCF)F)[C@H]1N([C@@H](CC2=CC(=CC=C12)C(=O)OC)C)CC(C)(F)F